FC([C@@H]1[C@](CN(CC1)C)(C)COC1=NC2=C(C(=CC=C2C(=N1)N1C[C@@](CCC1)(O)C)C1=CC(=CC2=CC=C(C(=C12)CC)F)O)F)F (3R)-1-(2-(((3S,4S)-4-(difluoromethyl)-1,3-dimethylpiperidin-3-yl)methoxy)-7-(8-Ethyl-7-fluoro-3-hydroxynaphthalene-1-yl)-8-fluoroquinazolin-4-yl)-3-methylpiperidin-3-ol